8-bromo-5-((chroman-5-ylmethyl)amino)imidazo[1,2-c]Pyrimidine-2-carboxylic acid ethyl ester C(C)OC(=O)C=1N=C2N(C(=NC=C2Br)NCC2=C3CCCOC3=CC=C2)C1